8-((1-acryloyl-3-(3-chloro-2-methylphenyl)azetidin-3-yl)amino)-1-methyl-1,3,4,5-tetrahydro-2H-benzo[b]azepin-2-one C(C=C)(=O)N1CC(C1)(C1=C(C(=CC=C1)Cl)C)NC=1C=CC2=C(N(C(CCC2)=O)C)C1